Ethyl 9-((3-iodo-6-methyl-5,5-dioxido-6,11-dihydrodibenzo[c,f][1,2]thiazepin-11-yl)amino)decanoate IC1=CC2=C(C(C3=C(N(S2(=O)=O)C)C=CC=C3)NC(CCCCCCCC(=O)OCC)C)C=C1